2-Amino-5-(ethoxymethyl)-1-(3-((4-methoxybenzyl)oxy)-2,6-dimethylphenyl)-6-methyl-1H-pyrrolo[2,3-b]pyridine-3-carbonitrile NC1=C(C=2C(=NC(=C(C2)COCC)C)N1C1=C(C(=CC=C1C)OCC1=CC=C(C=C1)OC)C)C#N